C1=CC(=CC=2C3=CC=CC=C3NC12)C(C)=O 1-(9H-carbazole-3-yl)ethanone